1,2-dioleoyl-O-octadecenyl-sn-glycero-3-phosphorylcholine C(CCCCCCC\C=C/CCCCCCCC)(=O)OC[C@@H](OC(CCCCCCC\C=C/CCCCCCCC)=O)COP(=O)(O)C(OC=CCCCCCCCCCCCCCCCC)C[N+](C)(C)C